ALLYLSULFONATE C(C=C)S(=O)(=O)[O-]